germanium-silicon hydride [SiH4].[Ge]